2-methylpropan-2-ene-1-ol CC(CO)=C